C(C)C(CO)CCCC.[Co+3] cobalt(III) 2-ethylhexanol